(rac)-N-[(2R,6S)-1-benzyl-4-(3-chloro-2-methylphenyl)-2,6-dimethylpiperidin-4-yl]acetamide C(C1=CC=CC=C1)N1[C@@H](CC(C[C@@H]1C)(C1=C(C(=CC=C1)Cl)C)NC(C)=O)C